3-benzoyl-3-ethynyl-1-methylpyrrolidin-2-one C(C1=CC=CC=C1)(=O)C1(C(N(CC1)C)=O)C#C